7-bromo-6-(bromomethyl)-1-methyl-4-[4-(trifluoromethoxy)phenyl]imidazo[4,5-c]pyridine BrC=1C2=C(C(=NC1CBr)C1=CC=C(C=C1)OC(F)(F)F)N=CN2C